NC=1C(=NC(=CN1)C1=NC=CC=C1C(F)(F)F)C(=O)NC1=NC=CC=C1N1CCC(CC1)(CO[Si](C)(C)C(C)(C)C)NC(OC(C)(C)C)=O tert-butyl (1-(2-(3-amino-6-(3-(trifluoromethyl)pyridin-2-yl)pyrazine-2-carboxamido) pyridin-3-yl)-4-(((tertbutyldimethylsilyl)oxy)methyl) piperidin-4-yl)carbamate